C(C)OC([C@H]1NCCC1)=O L-proline ethyl ester